CC=1N=CC2=C(N1)SC=C2C2=CC=CC=C2 2-Methyl-5-phenylthieno[2,3-d]pyrimidin